C(C)(C)(C)OC(=O)N1C(CCC1)C(NCC1=CC=C(C=C1)NC1=CC=C(C=C1)N1CCC(CC1)C(F)(F)F)=O ((4-((4-(4-(trifluoromethyl)piperidin-1-yl)phenyl)amino)benzyl)carbamoyl)pyrrolidine-1-carboxylic acid tert-butyl ester